ammonium lauryl-sulfate salt C(CCCCCCCCCCC)OS(=O)(=O)[O-].[NH4+]